5-bromo-6-oxo-1,6-dihydropyrimidine-2-carboxylic acid ethyl ester C(C)OC(=O)C=1NC(C(=CN1)Br)=O